FC(C1CN(C1)C1CCC(CC1)NC(=O)C=1C=CC2=C(C=3N(CCO2)C=NC3)C1)(F)F N-((1r,4r)-4-(3-(Trifluoromethyl)azetidin-1-yl)cyclohexyl)-5,6-dihydrobenzo[f]imidazo[1,5-d][1,4]oxazepine-10-carboxamide